N[C@H](C(=O)OC)C(CC)(C)C methyl (S)-2-amino-3,3-dimethylpentanoate